NC1=C(N=NC(=C1)Cl)CO (4-amino-6-chloro-pyridazin-3-yl)methanol